NC1=C2C(=NC=N1)N(N=C2I)C2CCC(CC2)O 4-(4-amino-3-iodo-1H-pyrazolo[3,4-d]pyrimidin-1-yl)cyclohexan-1-ol